CCCCC(CCCC)C1=C(C(=NC=C1)C1=NC=CC=C1)C(CCCC)CCCC bis(5-nonyl)-2,2'-bipyridine